8-chloro-4-[3-(4-dibenzothienyl)phenyl]benzofuro[3,2-d]pyrimidine ClC=1C=CC2=C(C1)C=1N=CN=C(C1O2)C2=CC(=CC=C2)C2=CC=CC1=C2SC2=C1C=CC=C2